C(C1=CC=CC=C1)OC=1C=CC2=C(N=C(O2)C=2N=C(C3=CN=C(C=C3C2)N)NC)C1 (5-(benzyloxy)benzo[d]oxazol-2-yl)-N1-methyl-2,7-naphthyridine-1,6-diamine